C1=CC=CC=2C3=CC=CC=C3N(C12)C1=C(C=CC=C1)NC1=CC=2N(C3=CC=CC=C3C2C=C1)C1=CC=CC=C1 N-(2-(9H-carbazol-9-yl)phenyl)-9-phenyl-9H-carbazol-2-amine